Cl/C=C/CO\N=C(/CC)\C=1C(CC(CC1O)CC(C)SCC)=O (±)-2-[(E)-1-[(E)-3-Chloroallyloxyimino]propyl]-5-[2-(ethylthio)propyl]-3-hydroxycyclohex-2-enone